BrCC1=C(C=CC(=C1)C(C)(C)CC(C)(C)C)O bromomethyl-p-t-octylphenol